bis(dimethylvinylsiloxy)-3-aminopropylmethylsilane CC(=C[SiH2]O[Si](C)(CCCN)O[SiH2]C=C(C)C)C